(R)-3-amino-1,2-propylene glycol NC[C@H](CO)O